4-chlorobenzyl (S)-(4-(1-(4-methyloxazole-2-carboxamido)eth-yl)phenyl)carbamate CC=1N=C(OC1)C(=O)N[C@@H](C)C1=CC=C(C=C1)NC(OCC1=CC=C(C=C1)Cl)=O